ClC=1C=C(C(=O)OC)C=CC1C=O methyl 3-chloro-4-formylbenzoate